IC=1C=NC(=NC1)N1C[C@@H](N(CC1)C1=NC=NC=N1)CO (R)-(4-(5-iodopyrimidin-2-yl)-1-(1,3,5-triazin-2-yl)piperazin-2-yl)methanol